N-(2-((2S,4S)-4-hydroxy-2-methylpiperidin-1-yl)-5-(trifluoromethyl)pyridin-3-yl)-5-(pyridin-4-yl)furan-2-carboxamide O[C@@H]1C[C@@H](N(CC1)C1=NC=C(C=C1NC(=O)C=1OC(=CC1)C1=CC=NC=C1)C(F)(F)F)C